C1=CC=CC2=CC3=CC=CC=C3C(=C12)CN(CC1=NC=CC=C1)CC1=NC=CC=C1 9-Anthrylmethyl-bis(2-picolyl)amine